tetra-thiophenyl-ascorbate S1C(=CC=C1)C([C@@]([C@@]1(C(=C(C(=O)O1)O)[O-])C=1SC=CC1)(O)C=1SC=CC1)(O)C=1SC=CC1